ClC=1C(=C(NC=2C3=C(N=CN2)C=CC(=N3)N3[C@@H]2CN([C@H](C3)C2)C(C=C)=O)C=CC1OC1(CC1)C)F 1-[(1S,4S)-5-[4-[3-chloro-2-fluoro-4-(1-methylcyclopropoxy)anilino]pyrido[3,2-d]pyrimidin-6-yl]-2,5-diazabicyclo[2.2.1]heptan-2-yl]prop-2-en-1-one